BrC1=CC(N(N=C1OCC1CC1)CC1=CC=C(C=C1)OC)=O 5-bromo-6-(cyclopropylmethoxy)-2-(4-methoxybenzyl)pyridazin-3(2H)-one